FC1=CC=C(C=C1)COC1=CC=C(C=N1)C(=O)N1CCOC2(C1)C=C(C(C(C2)(C)C)=O)C#N 4-{6-[(4-fluorophenyl)methoxy]pyridine-3-carbonyl}-10,10-dimethyl-9-oxo-1-oxa-4-azaspiro[5.5]undec-7-ene-8-carbonitrile